COC1=C(CNC2=NC=NC3=C(C=CC=C23)C(=O)NC2=C3C=CN=C(C3=CC=C2C)NC2=C(C=C(C=C2F)F)F)C=CC(=C1)OC 4-((2,4-dimethoxybenzyl)amino)-N-(6-methyl-1-((2,4,6-trifluorophenyl)amino)isoquinolin-5-yl)quinazoline-8-carboxamide